ClC=1C=C(C=CC1)C1=NC2=C(N1)C=CC(=C2)[N+](=O)[O-] 2-(3-chlorophenyl)-5-nitro-1H-benzo[d]imidazole